7-bromo-6-hydroxy-2-methylisoquinolin-1-one BrC1=C(C=C2C=CN(C(C2=C1)=O)C)O